4-(4-(isoquinolin-6-yl)phenoxy)-1H-1,2,3-triazole-5-carboxylic acid C1=NC=CC2=CC(=CC=C12)C1=CC=C(OC=2N=NNC2C(=O)O)C=C1